[2-(2-{3-[(1E)-3-[(tert-butoxycarbonyl)amino]prop-1-en-1-yl]-5'-fluoro-1'-methyl-[4,6'-biindazol]-1-yl}acetamido)acetamido]acetic acid C(C)(C)(C)OC(=O)NC/C=C/C1=NN(C=2C=CC=C(C12)C1=C(C=C2C=NN(C2=C1)C)F)CC(=O)NCC(=O)NCC(=O)O